1-(2-fluorophenyl)-N-[(1R)-1-[2'-(methylamino)-[1,1'-biphenyl]-3-yl]ethyl]-6-oxo-1,6-dihydropyridine-3-carboxamide FC1=C(C=CC=C1)N1C=C(C=CC1=O)C(=O)N[C@H](C)C=1C=C(C=CC1)C1=C(C=CC=C1)NC